1,5-dibromo-3,3-dimethylpentane-2,4-dione BrCC(C(C(CBr)=O)(C)C)=O